FC1=C(N(C2=C1C=NC(=C2)NC(=O)C=2C=C1C(=NN(C1=CC2)C2OCCCC2)C)COCC[Si](C)(C)C)C=O N-(3-fluoro-2-formyl-1-[[2-(trimethylsilyl)ethoxy]methyl]pyrrolo[3,2-c]pyridin-6-yl)-3-methyl-1-(oxan-2-yl)indazole-5-carboxamide